(3R)-N-[(2S)-2-(dimethylamino)-3-(2-oxo-2,3-dihydro-1H-indol-5-yl)propyl]-3-phenylbutanamide CN([C@H](CNC(C[C@@H](C)C1=CC=CC=C1)=O)CC=1C=C2CC(NC2=CC1)=O)C